(2S)-1-[(2S)-2-[[(2S,3S)-2-(9H-fluoren-9-ylmethoxycarbonylamino)-3-methylpentanoyl]amino]-6-[(2-methylpropan-2-yl)oxycarbonylamino]hexanoyl]pyrrolidine-2-carboxylic acid C1=CC=CC=2C3=CC=CC=C3C(C12)COC(=O)N[C@H](C(=O)N[C@H](C(=O)N1[C@@H](CCC1)C(=O)O)CCCCNC(=O)OC(C)(C)C)[C@H](CC)C